Cl.NC[C@@]1(C(NC(N1)=O)=O)C1CCC1 |r| rac-5-(aminomethyl)-5-cyclobutylimidazolidine-2,4-dione hydrogen chloride